N-((1-(7-(TRIFLUOROMETHYL)QUINAZOLIN-4-YL)PIPERIDIN-3-YL)METHYL)METHANESULFONAMIDE FC(C1=CC=C2C(=NC=NC2=C1)N1CC(CCC1)CNS(=O)(=O)C)(F)F